C(C)ON=C(CCC)C=1C(CC(CC1O)CC(C)SCC)=O 2-[1-(ethoxyimino)butyl]-5-[2-(ethylthio)propyl]-3-hydroxy-2-cyclohexene-1-one